2-fluoro-N-(6-(7-methylbenzo[d]thiazol-6-yl)imidazo[1,2-a]pyridin-2-yl)cyclopropanecarboxamide FC1C(C1)C(=O)NC=1N=C2N(C=C(C=C2)C2=C(C3=C(N=CS3)C=C2)C)C1